1-(4-benzoyl-3,4-dihydroquinoxaline-1(2H)-yl)-3-(4-methylpiperazin-1-yl)propan-1-one C(C1=CC=CC=C1)(=O)N1CCN(C2=CC=CC=C12)C(CCN1CCN(CC1)C)=O